1-(2-(4-(2-methoxypyrimidin-5-yl)-1H-imidazol-2-yl)piperidin-1-yl)-2-(methylthio)propan-1-one COC1=NC=C(C=N1)C=1N=C(NC1)C1N(CCCC1)C(C(C)SC)=O